C(#N)C1=CC(=C(COC2=CC=CC(=N2)C2=CC(=C(CC3=NC4=C(N3C3COCC3(C)C)C=C(C=C4)C(=O)O)C=C2)F)C=C1)F 2-(4-(6-((4-cyano-2-fluorobenzyl)oxy)pyridin-2-yl)-2-fluorobenzyl)-1-(4,4-dimethyltetrahydrofuran-3-yl)-1H-benzo[d]imidazole-6-carboxylic acid